[Na+].C(=C)S(=O)(=O)[O-].[Na+].C(=C)S(=O)(=O)[O-] sodium vinyl-sulfonate, sodium salt